O=C1CC[C@H](N1)CNCN1C(C2=CC=CC=C2C1)=O (((((S)-5-oxopyrrolidin-2-yl)methyl)amino)methyl)isoindolin-1-one